2-(5-morpholino-1,3,4-oxadiazol-2-yl)pyrazolo[1,5-c]quinazolin-5-amine O1CCN(CC1)C1=NN=C(O1)C1=NN2C(=NC=3C=CC=CC3C2=C1)N